COCCOCOC1=C(C=C(C=C1)N1C(C2=CC=C(C=C2CC1)C1=CC(=CC(=C1)C(F)(F)F)C1=NC=CC=C1)=O)NS(=O)(=O)C N-(2-((2-methoxyethoxy)methoxy)-5-(1-oxo-6-(3-(pyridin-2-yl)-5-(trifluoromethyl)phenyl)-3,4-dihydroisoquinolin-2(1H)-yl)phenyl)methanesulfonamide